C(CCCCCC=CCCCCCCCCCCCCCCCC)(=O)O 7-Tetracosenoic acid